C(C)(C)(C)C1=C(C(=C(CO)C(=C1)C)C)O 4-tertiary butyl-3-hydroxy-2,6-dimethyl-benzyl alcohol